C(C)(C)(C)OC(=O)N1CCC(CC1)C=1C=C2C(=CN1)NC=C2Br 4-(3-bromo-1H-pyrrolo[2,3-c]pyridin-5-yl)piperidine-1-carboxylic acid tert-butyl ester